O.[O].[O] dioxygen water